1-[4-(Azetidin-3-yl)phenyl]-3-cyclopropyl-5-methyl-pyrazole N1CC(C1)C1=CC=C(C=C1)N1N=C(C=C1C)C1CC1